Maleic acid bisallyl ester C(C=C)OC(\C=C/C(=O)OCC=C)=O